N-(4-((1R,3S,5S)-3-amino-5-methylcyclohexyl)pyridin-3-yl)-6-(2,6-difluorophenyl)-5-fluoropyridinamide N[C@@H]1C[C@@H](C[C@@H](C1)C)C1=C(C=NC=C1)NC(=O)C1=NC(=C(C=C1)F)C1=C(C=CC=C1F)F